nitrous acid tertbutyl ester C(C)(C)(C)ON=O